(2-(5-cyano-2-oxo-2,3-dihydro-1H-benzo[d]imidazol-1-yl)ethyl)acetamide Vanadium [V].C(#N)C1=CC2=C(N(C(N2)=O)CCCC(=O)N)C=C1